3-AMINO-9-ETHYLCARBAZOLE NC=1C=CC=2N(C3=CC=CC=C3C2C1)CC